O=C1NC(CCC1N1C(C2=CC=C(C=C2C1=O)N1CCN(CC1)CC1CCN(CC1)C1=C2C[C@@H]([C@H](C2=C(C=C1)S(=O)(=O)C)O)F)=O)=O trans-2-(2,6-dioxopiperidin-3-yl)-5-(4-((1-((1S)-2-fluoro-1-hydroxy-7-(methylsulfonyl)-2,3-dihydro-1H-inden-4-yl)piperidin-4-yl)methyl)piperazin-1-yl)isoindoline-1,3-dione